3-(((S)-1-(benzyloxy)-1-oxopropan-2-yloxy)carbonylamino)-2-fluoropropanoic acid C(C1=CC=CC=C1)OC([C@H](C)OC(=O)NCC(C(=O)O)F)=O